C1(CCCCC1)[C@@H](C(=O)N[C@@H](C(=O)NC)CCCC1=CC=CC=C1)NC(=O)[C@H]1NCCCC1 (S)-N-((S)-1-cyclohexyl-2-(((R)-1-(methylamino)-1-oxo-5-phenylpentan-2-yl)amino)-2-oxoethyl)piperidine-2-carboxamide